(R)-N-Ethyl-2-(3-methylmorpholinyl)-4-(1H-pyrrolo[2,3-b]pyridin-4-yl)-5H-pyrrolo[2,3-d]pyrimidine C(C)N1[C@@H](N=C(C2=C1N=CC2)C2=C1C(=NC=C2)NC=C1)N1C(COCC1)C